benzyl 3-((tert-butoxycarbonyl)amino)-3-(methoxymethyl)pyrrolidine-1-carboxylate C(C)(C)(C)OC(=O)NC1(CN(CC1)C(=O)OCC1=CC=CC=C1)COC